The molecule is a sulfonamide resulting from the formal condensation of the sulfonic acid group of 5-(dimethylamino)naphthalene-1-sulfonic acid with the aniline nitrogen of 3-(2-acetamido-1,3-thiazol-4-yl)aniline. It has been reported that by triggering an endoplasmic reticulum (ER) stress response, HA15 can reduce the viability of melanoma cells without being toxic to normal cells. It has a role as an antineoplastic agent. It is a sulfonamide, a member of 1,3-thiazoles, a member of acetamides, a tertiary amino compound, an aminonaphthalene and a biaryl. CC(=O)NC1=NC(=CS1)C2=CC(=CC=C2)NS(=O)(=O)C3=CC=CC4=C3C=CC=C4N(C)C